Cl.[C@@H]12N(C[C@@H](NC1)C2)C2=CC=C(C=C2)NS(=O)(=O)C N-(4-((1S,4S)-2,5-diazabicyclo[2.2.1]Heptane-2-yl)phenyl)methanesulfonamide hydrochloride